4-(3-(3-(1-(o-tolyl)cyclopropyl)-1,2,4-oxadiazol-5-yl)-5,6-dihydrocyclopenta[c]pyrazol-1(4H)-yl)cyclohexane-1-carboxylate C1(=C(C=CC=C1)C1(CC1)C1=NOC(=N1)C=1C2=C(N(N1)C1CCC(CC1)C(=O)[O-])CCC2)C